(S)-5-(5-(3,5-dimethylisoxazol-4-yl)-1-((R)-1-(methylsulfonyl)pyrrolidin-3-yl)-1H-benzo[d]imidazol-2-yl)-1-(3,4,5-trifluorophenyl)pyrrolidin-2-one CC1=NOC(=C1C1=CC2=C(N(C(=N2)[C@@H]2CCC(N2C2=CC(=C(C(=C2)F)F)F)=O)[C@H]2CN(CC2)S(=O)(=O)C)C=C1)C